(ethyl-1,1-d2)-5-fluoro-N-isopropyl-2-methoxybenzamide C(C)([2H])([2H])C=1C(=C(C(=O)NC(C)C)C=C(C1)F)OC